C(C1=CC=CC=C1)OC1=CC=C2C(=C(COC2=C1)C1=C(C=CC=C1F)F)C1=CC(=C(C(=C1)F)N1CCC(CC1)C(OC)OC)F (4-(7-(benzyloxy)-3-(2,6-difluorophenyl)-2H-chromen-4-yl)-2,6-difluorophenyl)4-(Dimethoxymethyl)piperidine